(piperazine-1-carbonyl)-1-oxa-4-azacyclotridecane-11,13-dione N1(CCNCC1)C(=O)C1OC(CC(CCCCCCNC1)=O)=O